1,4-diamino-2-mercaptobenzene NC1=C(C=C(C=C1)N)S